N,N-diethyl-2-hydroxy-acetamide C(C)N(C(CO)=O)CC